N1C(=NC=C1)CC1CCN(CC1)C(=O)C1=CC=C(C=C1)OCC1=CC=C(C=C1)C=1N=C(OC1C)CC1=CC(=CC=C1)Cl (4-((1H-Imidazol-2-yl)methyl)piperidin-1-yl)(4-((4-(2-(3-chlorobenzyl)-5-methyloxazol-4-yl)benzyl)oxy)phenyl)methanone